(3-methylpyrazolo[1,5-a]pyridin-4-yl)methanone CC=1C=NN2C1C(=CC=C2)C=O